FC=1C(=C(O[C@@H]2CN(CC2)C(=O)OC(C)(C)C)C=CC1)[N+](=O)[O-] tert-butyl (S)-3-(3-fluoro-2-nitrophenoxy)pyrrolidine-1-carboxylate